C1(CCCC2=CC=CC=C12)C(=O)ONC(OCC(Cl)(Cl)Cl)=O 2,2,2-Trichloroethyl ((1,2,3,4-tetrahydronaphthalene-1-carbonyl)oxy)carbamate